C(C)(C)(C)OC(=O)N1C[C@](CCC1)(C=1OC2=C(N1)C=C(C=C2)B2OC(C(O2)(C)C)(C)C)F (R)-3-fluoro-3-(5-(4,4,5,5-tetramethyl-1,3,2-dioxaborolan-2-yl)benzo[d]Oxazol-2-yl)piperidine-1-carboxylic acid tert-butyl ester